5-chloro-N-methyl-pyridin-2-amine ClC=1C=CC(=NC1)NC